Tert-butyl 4-((5-iodopyridin-2-yl)amino)piperidine-1-carboxylate IC=1C=CC(=NC1)NC1CCN(CC1)C(=O)OC(C)(C)C